N,N'-dihexyl-para-phenylenediamine C(CCCCC)NC1=CC=C(C=C1)NCCCCCC